CC(C)C1=NC=CC=C1C1=NC=C(C=N1)O 2-[2-(prop-2-yl)pyridin-3-yl]pyrimidin-5-ol